ethyl-(3-benzoyl-2,4,6-trimethylbenzoyl)phenylphosphine C(C)P(C1=CC=CC=C1)C(C1=C(C(=C(C=C1C)C)C(C1=CC=CC=C1)=O)C)=O